6-(4-methylpyrazol-1-yl)-2-azaspiro[3.3]heptane CC=1C=NN(C1)C1CC2(CNC2)C1